NC1=NC=2C=NC(=CC2C2=C1C=NN2C)C(=O)N2[C@H](COCC2)C2=CC=C(C=C2)S(F)(F)(F)(F)F (4-amino-1-methyl-1H-pyrazolo[4,3-c][1,7]naphthyridin-8-yl)((3S)-3-(4-(pentafluoro-lambda~6~-sulfanyl)phenyl)-4-morpholinyl)methanone